5-amino-N-(4-cyanophenyl)pentanamide NCCCCC(=O)NC1=CC=C(C=C1)C#N